6-[(4R)-7-chloro-10-[3-(4-chloro-3,5-dimethyl-phenoxy)propyl]-6-(4,6-dimethylpyrimidin-5-yl)-4-methyl-1-oxo-3,4-dihydropyrazino[1,2-a]indol-2-yl]-1-methyl-indole-4-carboxylic Acid ClC=1C=CC=2C(=C3N(C2C1C=1C(=NC=NC1C)C)[C@@H](CN(C3=O)C=3C=C(C=1C=CN(C1C3)C)C(=O)O)C)CCCOC3=CC(=C(C(=C3)C)Cl)C